(1s,2r,3s,5r)-3-(2-(2-amino-3-bromoquinolin-7-yl)ethyl)-5-(4-amino-5,6-dihydro-7H-pyrrolo[2,3-d]pyrimidin-7-yl-5,5,6,6-d4)-3-methylcyclopentane-1,2-diol NC1=NC2=CC(=CC=C2C=C1Br)CC[C@@]1([C@H]([C@H]([C@@H](C1)N1C(C(C2=C1N=CN=C2N)([2H])[2H])([2H])[2H])O)O)C